(2S)-N-{(1S)-1-cyano-2-[4-(3,7-dimethyl-2-oxo-2,3-dihydro-1,3-benzoxazole-5-yl)phenyl]Ethyl}-1,4-oxaazepane-2-carboxamide C(#N)[C@H](CC1=CC=C(C=C1)C=1C=C(C2=C(N(C(O2)=O)C)C1)C)NC(=O)[C@H]1OCCCNC1